NC1(CCN(CC1)C=1N=C(C2=C(N1)NC=C2C=2C(=C1C=NN(C1=CC2)C([2H])([2H])[2H])Cl)C(=O)N)C2=CC=CC=C2 2-(4-amino-4-phenylpiperidin-1-yl)-5-(4-chloro-1-(methyl-d3)-1H-indazole-5-yl)-7H-pyrrolo[2,3-d]pyrimidine-4-carboxamide